Methyl phthalazine-3-carboxylate C=1NN(C=C2C=CC=CC12)C(=O)OC